C(OC1=CC=C(C=C1)[N+](=O)[O-])(OC1CC(C1)N1C(=NC=2C=NC=CC21)C(F)(F)F)=O (4-nitrophenyl) [3-[2-(trifluoromethyl)imidazo[4,5-c]pyridin-1-yl]cyclobutyl] carbonate